piperazin-2,5-dione N1C(CNC(C1)=O)=O